6-(benzyloxy)-N-methylhexan-1-amine C(C1=CC=CC=C1)OCCCCCCNC